C(#N)/C(/C(=O)N(C)C(CCC)C1=CC=C(C(=O)N(C)CCC(=O)OC(C)(C)C)C=C1)=C\C=1SC=CN1 tert-butyl (E)-3-(4-(1-(2-cyano-N-methyl-3-(thiazol-2-yl)acrylamido)butyl)-N-methylbenzamido)propanoate